C(C)OC(CC(C)O)=O 4-ethoxy-4-oxobutane-2-ol